F[C@@H]1CN(CC1)C1=NC=CC(=C1C1=NN(C(=N1)C1=CC=CC=C1)COCC[Si](C)(C)C)C1=CC=CC=C1 (S)-2-(3-fluoropyrrolidin-1-yl)-4-phenyl-3-(5-phenyl-1-((2-(trimethylsilyl)ethoxy)methyl)-1H-1,2,4-triazol-3-yl)pyridine